C(CC)SSC1=NC=CC=C1 n-propyl-2-pyridyl disulfide